C1(CCCCC1)[S@](=NC(C1=CC=CC=C1)=O)C1=C(C(=CC=C1)C)C1=C(C=CC=C1C)I N-((S)-cyclohexyl((R)-2'-iodo-6,6'-dimethyl-[1,1'-biphenyl]-2-yl)-λ4-sulfaneylidene)benzamide